C1(=CC=CC=C1)[C@@H](N)CO R-(-)-2-phenyl-glycinol